(1-(8-fluoro-7-(7-fluoro-3-(methoxymethoxy)-8-((triisopropylsilyl)ethynyl)naphthalene-1-yl)-5-Methoxy-2-(methylthio)pyrido[4,3-d]pyrimidin-4-yl)piperidin-3-yl)methanol FC1=C(N=C(C2=C1N=C(N=C2N2CC(CCC2)CO)SC)OC)C2=CC(=CC1=CC=C(C(=C21)C#C[Si](C(C)C)(C(C)C)C(C)C)F)OCOC